2-Cyclopropyl-N-{3-[2-(2-methylpropyl)-2H-1,2,3,4-tetrazol-5-yl]phenyl}-4-[(pyridin-2-yl)methoxy]aniline C1(CC1)C1=C(NC2=CC(=CC=C2)C=2N=NN(N2)CC(C)C)C=CC(=C1)OCC1=NC=CC=C1